Dec-1-en C=CCCCCCCCC